C1=NC(=CC2=CC=CC=C12)C(C)N1C[C@@H](N(C[C@H]1C)C=1C=2N=C(N(C2N(C(N1)=O)C)C)CC#N)C 2-(6-((2S,5R)-4-(1-(isoquinolin-3-yl)ethyl)-2,5-dimethylpiperazin-1-yl)-3,9-dimethyl-2-oxo-3,9-dihydro-2H-purin-8-yl)acetonitrile